N1(CCNCC1)CC(CCO)O 4-(1-piperazinyl)-1,3-butanediol